BrC=1C=CC=2N(C1)C1=C(N2)C=CC=C1N1CCN(CC1)C 2-bromo-9-(4-methylpiperazin-1-yl)benzo[4,5]imidazo[1,2-a]pyridine